6-chloro-N-(2-fluoro-4-methylphenyl)-1H-indole-3-sulfonamide ClC1=CC=C2C(=CNC2=C1)S(=O)(=O)NC1=C(C=C(C=C1)C)F